1-(2-((2-chloro-4-fluorophenyl)amino)-5-(trifluoromethyl)pyrimidin-4-yl)-N-(2-hydroxy-1-phenylethyl)-1H-pyrrole-3-carboxamide ClC1=C(C=CC(=C1)F)NC1=NC=C(C(=N1)N1C=C(C=C1)C(=O)NC(CO)C1=CC=CC=C1)C(F)(F)F